FCS(=O)(=O)N1CCC2(C[C@@H]([C@@H]2O)[C@H]2N3C(C4=CC=CC=C24)=CN=C3)CC1 (1S,2R)-7-fluoromethanesulfonyl-2-[(5R)-5H-imidazo[4,3-a]isoindol-5-yl]-7-azaspiro[3.5]nonan-1-ol